2-((3-(trifluoromethyl)phenoxy)methyl)oxirane FC(C=1C=C(OCC2OC2)C=CC1)(F)F